C1(CC1)C1=C(C=CC(=C1)F)N(C1=CC=C(C2=NON=C21)[N+](=O)[O-])C=2N=C(SC2)C N-(2-cyclopropyl-4-fluorophenyl)-N-(2-methylthiazol-4-yl)-7-nitrobenzo[c][1,2,5]oxadiazol-4-amine